FC=1C(=NC(=NC1)NC1=CC=C(C=N1)N1CCC(CC1)CNC(OC(C)(C)C)=O)C1=CC2=C(OCCN2C(C)C)C(=C1)F tert-butyl ((1-(6-((5-fluoro-4-(8-fluoro-4-isopropyl-3,4-dihydro-2H-benzo[b][1,4]oxazin-6-yl)pyrimidin-2-yl)amino)pyridin-3-yl)piperidin-4-yl)methyl)carbamate